2-(2-(azocan-1-yl)ethoxy)-3-methylbenzonitrile N1(CCCCCCC1)CCOC1=C(C#N)C=CC=C1C